5-(4-chloro-2-fluorophenyl)-2,3-dimethyl-7-((2S)-2-(1-methyl-1H-pyrazol-4-yl)-4-morpholinyl)pyrido[4,3-d]pyrimidin-4(3H)-one ClC1=CC(=C(C=C1)C1=NC(=CC=2N=C(N(C(C21)=O)C)C)N2C[C@@H](OCC2)C=2C=NN(C2)C)F